NC1=C2C=CC(C(=C3C=CC(=C(C=4C=CC(=C(C5=CC=C1N5)N)N4)N)N3)N)=N2.[Zn] zinc tetraaminoporphyrin